BrC1=C(C=2C(N(CC3(C2S1)CC3)C)=O)C bromo-3',5'-dimethyl-5',6'-dihydro-4'H-spiro[cyclopropane-1,7'-thieno[3,2-c]pyridin]-4'-one